C(C(=C)C)(=O)OCCP(OC)(OC)=O dimethyl (2-methacryloyloxyethyl)phosphonate